N1(CCC1)C1=CC2=C(C=C(O2)C(=O)[N-]S(=O)(=O)C2=C(C=CC=C2)OCC)C(=C1)F.[Na+] Sodium [6-(azetidin-1-yl)-4-fluoro-1-benzofuran-2-carbonyl](2-ethoxybenzene-1-sulfonyl)azanide